1-methylbutan CCCCC